5-(5-(3,5-dichlorophenyl)-5-(trifluoromethyl)-4,5-dihydroisoxazol-3-yl)-N-isopropoxy-3-methyl-5,6-dihydro-4H-thieno[2,3-c]pyrrole-2-carboxamide ClC=1C=C(C=C(C1)Cl)C1(CC(=NO1)N1CC2=C(C1)C(=C(S2)C(=O)NOC(C)C)C)C(F)(F)F